CN(C1=CC=C(OC2=CC(=C(C=C2C)NC2=NC=NC3=CC(=CC=C23)OC)OC)C=C1)C 4-((4-(4-(dimethylamino)phenoxy)-2-methoxy-5-methylphenyl)amino)-7-methoxyquinazoline